tri-tert-butyl 2,2',2''-(10-(2-(4-((tert-butoxycarbonyl)amino)piperidin-1-yl)-2-oxoethyl)-1,4,7,10-tetraazacyclododecane-1,4,7-triyl)triacetate C(C)(C)(C)OC(=O)NC1CCN(CC1)C(CN1CCN(CCN(CCN(CC1)CC(=O)OC(C)(C)C)CC(=O)OC(C)(C)C)CC(=O)OC(C)(C)C)=O